2-chloro-5-fluoroperbenzoic acid ClC1=CC=C(C=C1C(=O)OO)F